6-(3-Bromo-1-(3-chloropyridin-2-yl)-1H-pyrazol-5-carboxamido)-5-methyl-N-propylpyrazolo[1,5-a]pyridin-7-carboxamid BrC1=NN(C(=C1)C(=O)NC=1C(=CC=2N(C1C(=O)NCCC)N=CC2)C)C2=NC=CC=C2Cl